1-((R)-1-(6-cyclopropylpyridin-3-yl)ethyl)-4-oxo-6-((1R,2S)-2-(pyrimidin-2-yl)cyclobutyl)-4,5-dihydro-1H-pyrazolo[3,4-d]pyrimidine-3-carbonitrile C1(CC1)C1=CC=C(C=N1)[C@@H](C)N1N=C(C2=C1N=C(NC2=O)[C@H]2[C@H](CC2)C2=NC=CC=N2)C#N